4-(4-iodo-1-methylpyrazol-3-yl)-5-methoxy-6-oxopyran-2-carboxylic acid IC=1C(=NN(C1)C)C=1C=C(OC(C1OC)=O)C(=O)O